ClC1=C(C=C(C=C1)C=1N=NN(N1)C1CCN(CC1)C(CC1=NC=NN1C)=O)F 1-(4-(5-(4-chloro-3-fluorophenyl)-2H-tetrazol-2-yl)piperidin-1-yl)-2-(1-methyl-1H-1,2,4-triazol-5-yl)ethan-1-one